(1S,4S)-N1-(6-chloro-2-(trifluoromethyl)quinolin-4-yl)cyclohexane-1,3-diamine hydrochloride Cl.ClC=1C=C2C(=CC(=NC2=CC1)C(F)(F)F)N[C@@H]1CC(CCC1)N